N-(3-amino-5-iodophenyl)cyclopropanecarboxamide NC=1C=C(C=C(C1)I)NC(=O)C1CC1